tert-Butyl-4-((3-fluoropyridin-4-yl)amino)piperidine-1-carboxylate C(C)(C)(C)OC(=O)N1CCC(CC1)NC1=C(C=NC=C1)F